CC(COC=1C=C(C=CC1)C1=CC(=NN1C=1C=CC=C2C=NN(C12)CC)COC(C(=O)O)(C)C)(C)C 2-([5-[3-(2,2-Dimethylpropoxy)phenyl]-1-(1-ethyl-1H-indazol-7-yl)-1H-pyrazol-3-yl]methoxy)-2-methylpropanoic acid